3-methyl-1-((S)-1-phenylethyl)-N5-(2-(tetrahydro-2H-pyran-2-yl)ethyl)-1H-pyrazole-3,5-dicarboxamide CC1(NN(C(=C1)C(=O)NCCC1OCCCC1)[C@@H](C)C1=CC=CC=C1)C(=O)N